N-(2-aminoethyl)-8-aminooctyl-trimethoxysilane NCCNCCCCCCCC[Si](OC)(OC)OC